ethyl 2-(2-oxoethyl)-2,3-dihydro-1H-indene-2-carboxylate O=CCC1(CC2=CC=CC=C2C1)C(=O)OCC